C(C1=CC=CC=C1)OC1=CC=C(C=C1)NC1=CC=NC2=CC=CC=C12 N-[4-(Benzyloxy)phenyl]quinolin-4-amine